4-fluoro-N-{[3-fluoro-4-(propan-2-yl)phenyl](phenyl)methyl}-1-[2-(1H-1,2,3,4-tetrazol-1-yl)acetyl]pyrrolidine-2-carboxamide FC1CC(N(C1)C(CN1N=NN=C1)=O)C(=O)NC(C1=CC=CC=C1)C1=CC(=C(C=C1)C(C)C)F